C1(CC1)C=1C=C(C=2N(C1)C=C(N2)CN2N=NC(=C2)C(=O)OCC)C=C ethyl 1-((6-cyclopropyl-8-vinylimidazo[1,2-a]pyridin-2-yl)methyl)-1H-1,2,3-triazole-4-carboxylate